C(#N)CC1CCC(CC1)N1C(=NC=2C1=C1C(=NC2)N(C=C1)S(=O)(=O)C1=CC=CC=C1)C1=CC=C(C#N)C=C1 4-(1-((1r,4r)-4-(cyanomethyl)cyclohexyl)-6-(benzenesulfonyl)-1,6-dihydroimidazo[4,5-d]Pyrrolo[2,3-b]Pyridin-2-yl)benzonitrile